C(C)N1C=NC2=C1N=NC=C2C2=CC(=C(C=C2)F)C2=NC=CC(=C2)C(F)(F)F 7-ethyl-4-(4-fluoro-3-(4-(trifluoromethyl)pyridin-2-yl)phenyl)-7H-imidazo[4,5-c]Pyridazine